BrC1=CC=C(C=C1)C1=NOC(=N1)C=1C=C2C(=NC1)OC(CC2O)(C)C 6-(3-(4-bromophenyl)-1,2,4-oxadiazol-5-yl)-2,2-dimethyl-3,4-dihydro-2H-pyrano[2,3-b]pyridin-4-ol